C1(CC1)S(=O)(=O)N1N=CC(=C1)C1=NC=CC(=N1)NC1=CC(=C(C=N1)C1=NC=C(C=C1)C(C)(C)F)NC1CCC(CC1)F N6'-(2-(1-(Cyclopropylsulfonyl)-1H-pyrazol-4-yl)pyrimidin-4-yl)-N4'-(4-fluorocyclohexyl)-5-(2-fluoropropan-2-yl)-[2,3'-bipyridine]-4',6'-diamine